Methyl 5-(3-(trifluoromethyl)phenyl)furan-2-carboxylate FC(C=1C=C(C=CC1)C1=CC=C(O1)C(=O)OC)(F)F